C(C)(C)(C)OC(=O)N1CCC(CC1)C(CCCN)(F)F.COC1=CC=C(C=C1)C1=NC=CC(=C1)C=C1C(NC(S1)=O)=O 5-((2-(4-methoxyphenyl)pyridin-4-yl)methylene)thiazolidine-2,4-dione tert-butyl-4-(4-amino-1,1-difluorobutyl)piperidine-1-carboxylate